ClC=1N=C(C2=C(N1)C(=C(S2)C)C(C)(C)S(=O)(=O)C)N2[C@@H](COCC2)C (R)-4-(2-chloro-6-methyl-7-(2-(methylsulfonyl)propan-2-yl)thieno[3,2-d]pyrimidin-4-yl)-3-Methylmorpholine